tert-butyl 5-(2-hydroxyethyl)-2,2-dimethyl-4-oxo-3,8,11,14,17-pentaoxa-5-azaicosan-20-oate OCCN(C(OC(C)(C)C)=O)CCOCCOCCOCCOCCC(=O)OC(C)(C)C